2-[(2R)-1-methylpyrrolidin-2-yl]-1-{[2-(trimethylsilyl)ethoxy]methyl}pyrrolo[3,2-b]pyridin-6-amine CN1[C@H](CCC1)C1=CC2=NC=C(C=C2N1COCC[Si](C)(C)C)N